2-dimethylamino-1,3,4-trimethyl-1,4,5,6-tetrahydropyrimidinium CN(C1[NH+](CCC(N1C)C)C)C